CC1=CC2=CC=CC=3C4=C[C@H](CN([C@@H]4CN1C32)C)C (7aS,10R)-5,8,10-trimethyl-7a,8,9,10-tetrahydro-7H-indolo[7,1-fg][1,7]naphthyridine